COC(=O)C1N(CCN(C1)C(C1=CC=C(C=C1)F)C1=CC=C(C=C1)F)C1=CC(N(C2=CC=C(N=C12)C#N)C)=O Methyl-4-(bis(4-fluorophenyl)methyl)-1-(6-cyano-1-methyl-2-oxo-1,2-dihydro-1,5-naphthyridin-4-yl)piperazine-2-carboxylate